O=C1NC(CCC1N1C(N(C2=C1C=CC=C2N2CCC1(CN(C1)C(=O)OC(C)(C)C)CC2)C)=O)=O tert-butyl 7-[1-(2,6-dioxopiperidin-3-yl)-3-methyl-2-oxo-1,3-benzodiazol-4-yl]-2,7-diazaspiro[3.5]nonane-2-carboxylate